C(C)C1C(=NCC1)SC ethyl-2-(methylthio)-1-pyrroline